carbon iron sulfide [Fe]=S.[C]